4-cyano-4-methyl-isochroman-6-carboxamide C(#N)C1(COCC2=CC=C(C=C12)C(=O)N)C